2-(2'-hydroxy-5'-tert-octylphenyl)-2H-benzotriazole OC1=C(C=C(C=C1)C(C)(C)CC(C)(C)C)N1N=C2C(=N1)C=CC=C2